C1(=CC=CC=C1)C#C[Si](C)(C)C 1-Phenyl-2-trimethylsilyl-acetylen